3-(azetidin-3-yloxy)-5-(5-methyl-1,3-thiazol-2-yl)benzoic acid methyl ester COC(C1=CC(=CC(=C1)C=1SC(=CN1)C)OC1CNC1)=O